COC1=CC=C(CN(S(=O)(=O)[C@@H](C=O)C[C@@H]2OCCC2)CC2=CC=C(C=C2)OC)C=C1 (R)-N,N-BIS(4-METHOXYBENZYL)-1-OXO-3-((R)-TETRAHYDROFURAN-2-YL)PROPANE-2-SULFONAMIDE